C(#N)C(C)(C)C1=CC=2N(N=C1)C(=CN2)C2=CC(=C(C(=O)OC(C)(C)C)C(=C2)OC)OC(F)F tert-butyl 4-[7-(1-cyano-1-methyl-ethyl)imidazo[1,2-b]pyridazin-3-yl]-2-(difluoromethoxy)-6-methoxy-benzoate